CC=1C=CC(=NC1)C(CC(=O)OCC)C[N+](=O)[O-] Ethyl 3-(5-methylpyridin-2-yl)-4-nitrobutanoate